2-(cyanomethyl)piperidine-1-carboxylic acid benzyl ester C(C1=CC=CC=C1)OC(=O)N1C(CCCC1)CC#N